C(C1=CC=CC=C1)OC(=O)N[C@@H](C)C(=O)O[C@H](C(=O)N)C (S)-1-amino-1-oxopropan-2-yl ((benzyloxy)carbonyl)-L-alaninate